methyl 4-[4-benzyloxy-2-(3-cyano-1,1-dimethyl-propyl)-1-(4-fluorophenyl)indol-3-yl]benzoate C(C1=CC=CC=C1)OC1=C2C(=C(N(C2=CC=C1)C1=CC=C(C=C1)F)C(CCC#N)(C)C)C1=CC=C(C(=O)OC)C=C1